IC1=C(C=C(C=C1C)C(F)(F)F)C 2-iodo-1,3-dimethyl-5-(trifluoromethyl)benzene